(S)-3-isopropoxy-4-nitro-5-((oxetane-2-ylmethyl)amino)benzoic acid isopropyl ester C(C)(C)OC(C1=CC(=C(C(=C1)NC[C@H]1OCC1)[N+](=O)[O-])OC(C)C)=O